(S)-N-(2,2-difluoroethyl)piperidine-3-formamide hydrochloride Cl.FC(CNC(=O)[C@@H]1CNCCC1)F